4-bromo-5-[(tert-butyldimethylsilyl)oxy]-3-methyl-1-(oxan-2-yl)pyrazolo[3,4-b]pyridine BrC1=C2C(=NC=C1O[Si](C)(C)C(C)(C)C)N(N=C2C)C2OCCCC2